FC1=C(C(=CC(=C1)S(=O)(=O)N1C[C@H](CC1)F)F)C1=NC2=CC(=CC=C2C(=C1F)C)CCC=O 3-(2-{2,6-difluoro-4-[(3S)-3-fluoro-pyrrolidine-1-sulfonyl]phenyl}-3-fluoro-4-methylquinolin-7-yl)propanal